amino-N-[(1S,2S)-2-({4-[3,3-dimethyl-1-(1-methylpiperidin-4-yl)-2,3-dihydro-1H-indol-5-yl]phenyl}methoxy)cyclopentyl]-5-(1-methyl-1H-pyrazol-4-yl)pyridine-3-carboxamide NC1=NC=C(C=C1C(=O)N[C@@H]1[C@H](CCC1)OCC1=CC=C(C=C1)C=1C=C2C(CN(C2=CC1)C1CCN(CC1)C)(C)C)C=1C=NN(C1)C